S1C(=NC=C1)C1CC(NC1)C(=O)N 4-(thiazol-2-yl)-pyrrolidine-2-carboxamide